ClC=1C=C2CCC[C@]3(COC4=CC=C5[C@](CC(N(C/C=C/CCCCN(C3)C4=C5)C)=O)(C(=O)O)O)C2=CC1 (1S,6'E,12'R)-6-CHLORO-12'-HYDROXY-9'-METHYL-10'-OXO-3,4-DIHYDRO-2H-SPIRO[NAPHTHALENE-1,19'-[17]OXA[1,9]DIAZATRICYCLO[11.7.2.016,21]DOCOSA[6,13,15,21]TETRAENE]-12'-CARBOXYLIC ACID